(E)-3-(cyclohex-1-en-1-yl)acrolein C1(=CCCCC1)/C=C/C=O